C(C)(C)N(C1=CC2=C(C(=N1)COC(NC)=O)CN(C2=O)C2=NC(=CC=C2)C2=NN=C1N2CC(CC1)C)C ((6-(isopropyl(methyl)amino)-2-(6-(6-methyl-5,6,7,8-tetrahydro-[1,2,4]triazolo[4,3-a]pyridin-3-yl)pyridin-2-yl)-1-oxo-2,3-dihydro-1H-pyrrolo[3,4-c]pyridin-4-yl)methyl)(methyl)carbamate